C(C)(C)(C)OC(=O)N1CC2(C(N(C3=CC=CC(=C23)Cl)CC2=CC=C(C=C2)OC)=O)C1 chloro-1'-(4-methoxybenzyl)-2'-oxospiro[azetidine-3,3'-indoline]-1-carboxylic acid tert-butyl ester